lead monosilicate [Si]([O-])([O-])([O-])[O-].[Pb+4]